(1s,3s)-3-(2-(tert-butoxy)-2-oxoethyl)cyclobutane-1-carboxylic acid C(C)(C)(C)OC(CC1CC(C1)C(=O)O)=O